(2R)-2-(2-(6-bromo-7-methyl-4-(trifluoromethyl)-2H-indazol-2-yl)-3-ethoxy-3-oxopropionyl)pyrrolidine-1-carboxylic acid tert-butyl ester C(C)(C)(C)OC(=O)N1[C@H](CCC1)C(C(C(=O)OCC)N1N=C2C(=C(C=C(C2=C1)C(F)(F)F)Br)C)=O